C1(CCCC1)CC(=O)O 2-cyclopentylacetic acid